FC=1C=C2C(=CNC2=CC1)C(C[N+](=O)[O-])C 5-fluoro-3-(1-nitropropan-2-yl)-1H-indole